C1=CC=C(C=C1)OP(=O)(C(C(Cl)(Cl)Cl)O)OC2=CC=CC=C2 Oxyphosphonate